C(C)C1=C(N=CC(=N1)C(=O)N)N(C)CC 6-ethyl-5-(ethyl(methyl)amino)pyrazine-2-carboxamide